tert-butyl (2r,6s)-4-(4-((4-(2-(4-((1s,3s)-3-(1,3-dioxoisoindolin-2-yl)cyclobutyloxy)phenyl)propan-2-yl)phenoxy) methyl)pyrimidin-2-yl)-2,6-dimethylpiperazin-1-carboxylate O=C1N(C(C2=CC=CC=C12)=O)C1CC(C1)OC1=CC=C(C=C1)C(C)(C)C1=CC=C(OCC2=NC(=NC=C2)N2C[C@H](N([C@H](C2)C)C(=O)OC(C)(C)C)C)C=C1